C1(=CC=CC=C1)N(N)C N-phenyl-methyl-hydrazine